5-hydroxy-8-methyl-2-(3-methyl-1-benzothien-2-yl)quinoline-4-carboxylic acid methyl ester COC(=O)C1=CC(=NC2=C(C=CC(=C12)O)C)C=1SC2=C(C1C)C=CC=C2